CC=1C=C(C=C(C1)C)C1(CC1)C1=NOC(=N1)C1=CC=NN1C 3-[1-(3,5-Dimethylphenyl)cyclopropyl]-5-(1-methyl-1H-pyrazol-5-yl)-1,2,4-oxadiazole